benzyl 6-(2-{[2-(bis{2-[(2,3,4,6-tetra-O-acetyl-α-D-mannopyranosyl) oxy]ethyl}amino)-2-oxoethyl][2-({2-[(α-L-fucopyranosyl)oxy]ethyl}amino)-2-oxoethyl]amino}acetamido)hexanoate C(C)(=O)O[C@@H]1[C@H](O[C@@H]([C@H]([C@@H]1OC(C)=O)OC(C)=O)COC(C)=O)OCCN(C(CN(CC(=O)NCCCCCC(=O)OCC1=CC=CC=C1)CC(=O)NCCO[C@H]1[C@@H](O)[C@H](O)[C@H](O)[C@@H](O1)C)=O)CCO[C@@H]1[C@@H](OC(C)=O)[C@@H](OC(C)=O)[C@H](OC(C)=O)[C@H](O1)COC(C)=O